3-methyl-1-[(5-methyl-1,3,4-oxadiazol-2-yl)methyl]-6-(5-methyl-2-thienyl)imidazo[4,5-b]pyridin-2-one CN1C(N(C=2C1=NC=C(C2)C=2SC(=CC2)C)CC=2OC(=NN2)C)=O